fluoro-3,5-di-O-benzyl-D-xylonic acid F[C@@](C(=O)O)(O)[C@@H](OCC1=CC=CC=C1)[C@H](O)COCC1=CC=CC=C1